N[C@H]1COC2=CC(=CC=C2C1)N1CC(C(C1)OC)NC(OC(C)(C)C)=O tert-butyl (1-((R)-3-aminochroman-7-yl)-4-methoxypyrrolidin-3-yl)carbamate